tert-butyl-4-aminophenylcarbamate C(C)(C)(C)OC(NC1=CC=C(C=C1)N)=O